FC(C1=NC=CC(=C1)N1N=CC=2C(NCCC21)=O)C2=CC(=CC(=C2)C(F)(F)F)F 1-(2-(fluoro(3-fluoro-5-(trifluoromethyl)phenyl)methyl)pyridin-4-yl)-1,5,6,7-tetrahydro-4H-pyrazolo[4,3-c]pyridin-4-one